N-[(6-Amino-2-pyridyl)sulfonyl]-6-(6-isopropoxy-5-methyl-3-pyridyl)-2-[(4S)-2,2,4-trimethylpyrrolidin-1-yl]pyridin-3-carboxamid NC1=CC=CC(=N1)S(=O)(=O)NC(=O)C=1C(=NC(=CC1)C=1C=NC(=C(C1)C)OC(C)C)N1C(C[C@@H](C1)C)(C)C